(S)-(1-(7-toluenesulfonyl-2-((1-(3,4,5-trimethoxyphenyl)-1H-imidazol-4-yl)amino)-7H-pyrrolo[2,3-d]pyrimidin-4-yl)pyrrolidin-2-yl)methanol C(C1=CC=CC=C1)S(=O)(=O)N1C=CC2=C1N=C(N=C2N2[C@@H](CCC2)CO)NC=2N=CN(C2)C2=CC(=C(C(=C2)OC)OC)OC